2,2'-((2-((2-aminoethyl)(2-(2-oxoimidazolidin-1-yl)ethyl)amino)ethyl)azanediyl)diacetonitrile NCCN(CCN(CC#N)CC#N)CCN1C(NCC1)=O